C=C[SiH](C)C methylene(trimethylsilane)